[2,4-dichloro-5-(phenoxycarbothioylamino)phenyl]boronic acid ClC1=C(C=C(C(=C1)Cl)NC(=S)OC1=CC=CC=C1)B(O)O